C(CCC)OC(=O)C1C2C=CC(C1C(=O)OCCCC)CC2 bicyclo[2.2.2]oct-5-ene-2,3-dicarboxylic acid di-n-butyl ester